1-benzoxepin O1C=CC=CC2=C1C=CC=C2